ClC1=NC2=C(C=C(C=C2C(=N1)NC)Cl)F 2,6-dichloro-8-fluoro-N-methyl-quinazolin-4-amine